FC(COC1=C(C(=CC=C1)OCC(F)(F)F)C1=CC(=NN1C1CCCC1)C(=O)N[C@H](CC(=O)NC1CCC1)CCN1CCCCC1)(F)F (3S)-3-({5-[2,6-bis(2,2,2-trifluoroethoxy)phenyl]-1-cyclopentyl-1H-pyrazol-3-yl}formamido)-N-cyclobutyl-5-(piperidin-1-yl)pentanamide